C(CCCCCC)C(C(=O)OCCCCCCCCC(=O)O)CCCCCCC 9-(2-heptylnonanoyloxy)nonanoic acid